C(C)OC([C@@H](N)CC1=CC(=NC=C1)OC)=O 3-(2-methoxypyridin-4-yl)alanine ethyl ester